C(C)SC1=NC2=CC=CC=C2C(=C1C(C)=O)NC1=C(C=CC=C1)Cl 2-ethylthio-3-acetyl-4-(2-chlorophenyl)aminoquinoline